COC=1C=C(OC=2C(=NC3=CC=CC=C3C2)C2=CC=CC=C2)C=CC1OC 3-(3,4-dimethoxyphenoxy)-2-phenylquinoline